C(C)(C)(C)OC(=O)N1CCCC2=CC=C(N=C12)CCC=O 7-(3-oxopropyl)-3,4-dihydro-2H-1,8-naphthyridine-1-carboxylic acid tert-butyl ester